(3S,5S)-5-(3-(1-methyl-1H-pyrazole-5-carboxamido)-1H-pyrazol-5-yl)tetrahydrofuran CN1N=CC=C1C(=O)NC1=NNC(=C1)[C@@H]1CCCO1